COC1=C(C(=CC=C1)CC=C)O 2-methoxy-6-(2-propenyl)-phenol